NCCCCCCC(CCCCCN)(N)CCCCCCN bis(6-aminohexyl)hexane-1,6-diamine